C(CC)OC(NC1=C(C=C(C=C1)NCC=1SC(=CC1)Br)C(F)(F)F)=O {4-[(5-Bromo-thiophen-2-ylmethyl)-amino]-2-trifluoromethyl-phenyl}-carbamic acid propyl ester